1H-[1,3]thiazolo[5,4-b]pyridine-2-thione N1C(SC2=NC=CC=C21)=S